NC1=CC(=C(C=C1)N1C[C@H]([C@H](CC1)N1CCN(CC1)C(=O)OC(C)(C)C)F)F cis-tert-butyl 4-[1-(4-amino-2-fluoro-phenyl)-3-fluoro-4-piperidyl]piperazine-1-carboxylate